6-(4-tert-butyl-5-chloro-2-methyl-phenyl)-2-methyl-3-tetrahydropyran-4-yl-1H-pyridin-4-one C(C)(C)(C)C1=CC(=C(C=C1Cl)C1=CC(C(=C(N1)C)C1CCOCC1)=O)C